tristearyl-sorbitol C(CCCCCCCCCCCCCCCCC)[C@@](C(O)(CCCCCCCCCCCCCCCCCC)CCCCCCCCCCCCCCCCCC)(O)[C@@H](O)[C@H](O)[C@H](O)CO